C1(CC1)C1=NN(C=C1C=1N=CC(=C2C1N(N=C2)C(C)C)F)[C@@H]2C[C@H](C2)CNC=2C=C1C(N(C(C1=CC2)=O)C2C(NC(CC2)=O)=O)=O 5-(((trans-3-(3-cyclopropyl-4-(4-fluoro-1-isopropyl-1H-pyrazolo[3,4-c]pyridin-7-yl)-1H-pyrazol-1-yl)cyclobutyl)methyl)amino)-2-(2,6-dioxopiperidin-3-yl)isoindoline-1,3-dione